C(C1=CC=CC=C1)OC=1N=CC=2C(CCCC2C1)=O 3-(benzyloxy)-6,7-dihydroisoquinolin-8(5H)-one